CC1=NC=CC=C1N1CCC(CC1)CCN1N=C(C=2CCCCC12)C(=O)N1CCC(CC1)NC(C)=O N-[1-[1-[2-[1-(2-Methyl-3-pyridyl)-4-piperidyl]ethyl]-4,5,6,7-tetrahydroindazol-3-carbonyl]-4-piperidyl]acetamid